2-methyl-2-n-butyltellurium CC(C)(CC)[Te]